BrC=1C=C2CC(NC2=C(C1)Cl)=O 5-bromo-7-chloroindolin-2-one